C1(CC1)C=1N=C2N(N=CC(=C2)OC([2H])([2H])[2H])C1 cyclopropyl-7-(methoxy-d3)imidazo[1,2-b]pyridazine